C(C)OC(=O)C=1C(=NN(C1)CCNC(=O)OC(C)(C)C)CC1=CC=CC=C1 3-Benzyl-1-(2-(tert-Butoxycarbonylamino)ethyl)-1H-pyrazole-4-carboxylic acid ethyl ester